C(C)(C)(C)OC(N(CC=1SC=CC1)C1=C2C(=NC(=C1)Cl)C(=CS2)C(F)(F)F)=O (5-Chloro-3-(trifluoromethyl)thieno[3,2-b]pyridin-7-yl)(thiophen-2-ylmethyl)carbamic acid tert-butyl ester